tert-butyl (S,E)-2-(3-ethoxy-3-oxo prop-1-en-1-yl)piperidine-1-carboxylate C(C)OC(/C=C/[C@H]1N(CCCC1)C(=O)OC(C)(C)C)=O